(E)-1-((8aS)-6-chloro-5-(2-fluoro-6-hydroxyphenyl)-8a,9,11,12-tetrahydropyrazino[2',1':3,4][1,4]oxazepino[5,6,7-de]quinazolin-10(8H)-yl)-4-(dimethylamino)but-2-en-1-one ClC1=C2C3=C(N=CN=C3C=C1C1=C(C=CC=C1O)F)N1[C@H](CO2)CN(CC1)C(\C=C\CN(C)C)=O